NC1=C(C=CC=C1)C(=O)C1=CC=C(C=C1)F (2-aminophenyl)(4-fluorophenyl)methanone